FC(OC1=NC2=CC(=CC(=C2N=C1)C=1SC(=CN1)CO)C)F (2-(2-(difluoromethoxy)-7-methylquinoxalin-5-yl)thiazol-5-yl)methanol